5-((diaminomethylene)amino)valeric acid NC(N)=NCCCCC(=O)O